tert-butyl (8-carbamoyl-5-(2-chlorophenyl)-2,3,4,9-tetrahydro-1H-carbazol-3-yl)carbamate C(N)(=O)C=1C=CC(=C2C=3CC(CCC3NC12)NC(OC(C)(C)C)=O)C1=C(C=CC=C1)Cl